ClC=1C=C(C(=NC1)C)N[C@@H](C)C1=CC=C(S1)C(=O)N[C@H](C(=O)NC1CC1)CC1CCCCC1 (2S)-2-({5-[(1S)-1-[(5-chloro-2-methylpyridin-3-yl)amino]ethyl]thiophen-2-yl}formamido)-3-cyclohexyl-N-cyclopropylpropanamide